ethyl 2-[2-(tert-butoxycarbonylamino)ethylcarbamoyl]-4-methyl-thiazole-5-carboxylate C(C)(C)(C)OC(=O)NCCNC(=O)C=1SC(=C(N1)C)C(=O)OCC